tert-butyl (R)-6,6-difluoro-3-(hydroxymethyl)-1,4-oxazepane-4-carboxylate FC1(CN([C@@H](COC1)CO)C(=O)OC(C)(C)C)F